NC1=NN(C(=C1)Br)C=1C=C(C=CC1)N1CCS(CC1)(=O)=O 4-(3-(3-amino-5-bromo-1H-pyrazol-1-yl)phenyl)thiomorpholine 1,1-dioxide